phenyl (6-(2-methoxyphenyl)pyridin-3-yl)carbamate COC1=C(C=CC=C1)C1=CC=C(C=N1)NC(OC1=CC=CC=C1)=O